methyl 1-(3-aminophenyl)-2-oxopyrrolidine-3-carboxylate NC=1C=C(C=CC1)N1C(C(CC1)C(=O)OC)=O